N-[6-(cyclopropylmethoxy)-2-(1-{2-[6-(2,6-dioxopiperidin-3-yl)-1,2,3,4-tetrahydroisoquinolin-2-yl]-2-oxoethyl}piperidin-4-yl)-2H-indazol-5-yl]pyrazolo[1,5-a]pyrimidine-3-carboxamide C1(CC1)COC=1C(=CC2=CN(N=C2C1)C1CCN(CC1)CC(=O)N1CC2=CC=C(C=C2CC1)C1C(NC(CC1)=O)=O)NC(=O)C=1C=NN2C1N=CC=C2